N-Cyclopropyl-N-(2-cyclopropyl-5-fluorobenzyl)-3-(difluoromethyl)-5-fluoro-1-methyl-1H-pyrazole-4-carboxamid C1(CC1)N(C(=O)C=1C(=NN(C1F)C)C(F)F)CC1=C(C=CC(=C1)F)C1CC1